N4-(1H-indol-5-yl)-N2-[2-(5-methoxy-1H-indol-3-yl)ethyl]pyrimidine-2,4-diamine N1C=CC2=CC(=CC=C12)NC1=NC(=NC=C1)NCCC1=CNC2=CC=C(C=C12)OC